CC1(C2CC=C(C1C2)CCC=O)C 6,6-dimethyl-bicyclo[3.1.1]-hept-2-ene-2-propanal